6-(3-(3,3-Difluoroazetidin-1-yl)phenyl)-5,7-dimethyl-2-(pyridin-2-yl)-2,6-dihydro-1H-pyrrolo[3,4-d]pyridazin-1-one FC1(CN(C1)C=1C=C(C=CC1)N1C(=C2C(N(N=CC2=C1C)C1=NC=CC=C1)=O)C)F